4-chloro-3-trifluoromethyl-aniline ClC1=C(C=C(N)C=C1)C(F)(F)F